ONC(/C=C/C1=C(C=CC=C1)N1CCC(CC1)NC(C1=CC=C(C=C1)NC)=O)=O (E)-N-(1-(2-(3-(hydroxyamino)-3-oxoprop-1-en-1-yl)phenyl)piperidin-4-yl)-4-(methylamino)benzamide